(trifluorobenzyl)pyrimidine-2,4-diamine FC1=C(C(F)(F)C=2C(=NC(=NC2)N)N)C=CC=C1